[Cl-].OCC[N+]1(CCNCC1)CCO 1,1-bis(2-hydroxyethyl)piperazin-1-ium chloride